1-(2,6,6-trimethyl-1-cyclohexen-1-yl)-1-ethanone CC1=C(C(CCC1)(C)C)C(C)=O